FC=1C=C2C(C(=CN(C2=NC1N1CC(C1)C(NC1=NN(C(=C1)OCCOC)C)=O)C=1SC=CN1)C(=O)O)=O 6-Fluoro-7-(3-{[5-(2-methoxyethoxy)-1-methyl-1H-pyrazol-3-yl]carbamoyl}azetidin-1-yl)-4-oxo-1-(1,3-thiazol-2-yl)-1,4-dihydro-1,8-naphthyridine-3-carboxylic acid